Amylammonium C(CCCC)[NH3+]